acetone diethyl-phosphate C(C)OP(=O)(OCC)O.CC(=O)C